ethyl 4-(3-fluorophenyl)oxazole-5-carboxylate FC=1C=C(C=CC1)C=1N=COC1C(=O)OCC